(S)-5-(((7-((2-cyano-[1,1'-biphenyl]-3-yl)methoxy)-4-((6-(hydroxymethyl)-5-azaspiro[2.4]heptan-5-yl)methyl)-2,3-dihydro-1H-inden-5-yl)oxy)methyl)nicotinonitrile C(#N)C1=C(C=CC=C1COC=1C=C(C(=C2CCCC12)CN1CC2(CC2)C[C@H]1CO)OCC=1C=NC=C(C#N)C1)C1=CC=CC=C1